N-(4-Acetamidophenyl)-N-(1-(4-aminophenyl)-2-(tert-butylamino)-2-oxoethyl)-propiolamide C(C)(=O)NC1=CC=C(C=C1)N(C(C#C)=O)C(C(=O)NC(C)(C)C)C1=CC=C(C=C1)N